NCC1=C(C=C(C(N1C1=CC=C(C=C1)F)=O)C(=O)NC1=CC(=C(C=C1)OC1=CC=NC2=CC(=C(C=C12)OC)OC)F)C 6-(aminomethyl)-N-(4-((6,7-dimethoxyquinolin-4-yl)oxy)-3-fluorophenyl)-1-(4-fluorophenyl)-5-methyl-2-oxo-1,2-dihydropyridine-3-carboxamide